N12CCCN=C2CCC1 1,5-diazabicyclo-(4.3.0)non-5-en